ethyl 1-cyclopentyl-5-(2-ethylphenyl)-1H-pyrazole-3-carboxylate C1(CCCC1)N1N=C(C=C1C1=C(C=CC=C1)CC)C(=O)OCC